(E)-2-methyl-2-hexyl butenoate C(\C=C\C)(=O)OC(C)(CCCC)C